4-((allyloxy)carbonyl)-2-(((tert-butoxycarbonyl)amino)methyl)-6-methylbenzoic acid C(C=C)OC(=O)C1=CC(=C(C(=O)O)C(=C1)C)CNC(=O)OC(C)(C)C